C(#N)COC1=C(C(=C(C=C1)C1=CN=C(N1C)C(=O)NC1=CC(=C(C=C1)C(NCCNC(=O)[C@@H]1NC[C@@](C1)(O)CC)=O)C)F)F 5-[4-(cyanomethoxy)-2,3-difluoro-phenyl]-N-[4-[2-[[(2r,4r)-4-ethyl-4-hydroxy-pyrrolidine-2-carbonyl]amino]ethylcarbamoyl]-3-methyl-phenyl]-1-methyl-imidazole-2-carboxamide